1-(2-chlorophenyl)-N-{6,7-dimethoxy-1H,2H,3H-cyclopenta[b]quinolin-9-yl}piperidin-4-amine ClC1=C(C=CC=C1)N1CCC(CC1)NC1=C2C(=NC=3C=C(C(=CC13)OC)OC)CCC2